C(CCCCCCCCCCCCCCC)N(O)CCCCCCCCCCCCCC N-hexadecyl-N-tetradecylhydroxylamine